C1(CCCCC1)CNC(OC1=CC(=C(C=C1)OCC1=CC=CC=C1)C=1C=NC=C(C1)C1=NC=NN1COCC[Si](C)(C)C)=O 4-(benzyloxy)-3-(5-(1-((2-(trimethylsilyl)ethoxy)methyl)-1H-1,2,4-triazol-5-yl)pyridin-3-yl)phenyl (cyclohexyl methyl)carbamate